6-(1,1-difluoroethyl)-N-[2-(4-formylcyclohexyl)-6-methoxy-indazol-5-yl]pyridine-2-carboxamide FC(C)(F)C1=CC=CC(=N1)C(=O)NC1=CC2=CN(N=C2C=C1OC)C1CCC(CC1)C=O